Palladium phosphane P.[Pd]